5-(3,4-dimethylphenyl)-N-(1,1-dioxido-2,3-dihydrothiophen-3-yl)-6-methylpicolinamide CC=1C=C(C=CC1C)C=1C=CC(=NC1C)C(=O)NC1CS(C=C1)(=O)=O